1-(3-((7-methoxy-4-((2-methoxy-4-methyl-5-(thiophen-2-yl)phenyl)amino)quinazolin-6-yl)oxy)azetidine-1-yl)prop-2-en-1-one COC1=C(C=C2C(=NC=NC2=C1)NC1=C(C=C(C(=C1)C=1SC=CC1)C)OC)OC1CN(C1)C(C=C)=O